OC1=C2C(=NC=C1)C(N(C21CCCCC1)CC1=CC=C(C=C1)OC)=O 4'-hydroxy-6'-(4-methoxybenzyl)spiro[cyclohexane-1,5'-pyrrolo[3,4-b]pyridin]-7'(6'H)-one